nonafluorobutyl styrenesulfonate C(=CC1=CC=CC=C1)S(=O)(=O)OC(C(C(C(F)(F)F)(F)F)(F)F)(F)F